Fmocfluorenylmethoxycarbonylamide C(=O)(OCC1C2=CC=CC=C2C2=CC=CC=C12)[N-]C(=O)OCC1=CC=CC=2C3=CC=CC=C3CC12